CN1N(CCCC1)C hexahydro-1,2-dimethylpyridazine